BrC=1C=C2CCN(C2=CC1F)CC 1-(5-bromo-6-fluoroindolin-1-yl)ethane